ClC1=CC=C(C=C1)N1N=CC=N1 2-(4-chlorophenyl)-2H-1,2,3-triazole